ClC1=C(C=C(C=C1)[C@@H]1N(OCC1)C1=CC(=NC=N1)NC=1C(=CC(=C(C1)NC(C=C)=O)N1CCC(CC1)N(C)C)OC)F N-(5-((6-((R)-3-(4-chloro-3-fluorophenyl)isoxazolidine-2-yl)pyrimidine-4-yl)amino)-2-(4-(dimethylamino)piperidine-1-yl)-4-methoxyphenyl)acrylamide